3-chloro-5-trifluoromethyl-pyridine-2-carboxylic acid (2-methylamino-5-trifluoromethyl-phenyl)-amide CNC1=C(C=C(C=C1)C(F)(F)F)NC(=O)C1=NC=C(C=C1Cl)C(F)(F)F